[Cl-].C12(CCC(CC1)C2)PC21CCC(CC2)C1 di-norbornylphosphine chloride